5-Fluoro-7-(2-methylimidazo[1,2-a]pyrimidin-6-yl)-3-(piperidin-4-yl)cinnoline FC1=C2C=C(N=NC2=CC(=C1)C=1C=NC=2N(C1)C=C(N2)C)C2CCNCC2